2-[4-[4-[3-(4-pyridyl)-1H-pyrazol-4-yl]phenyl]phenyl]acetonitrile N1=CC=C(C=C1)C1=NNC=C1C1=CC=C(C=C1)C1=CC=C(C=C1)CC#N